N'-Boc-N'-methyl-ethylenediamine C(=O)(OC(C)(C)C)N(CCN)C